ONC(=O)C1=CC2=C(CN([C@H](CO2)C2=CC=CC=C2)C(CCOC(F)(F)F)=O)C=C1 (S)-N-hydroxy-3-phenyl-4-(3-(trifluoromethoxy)propanoyl)-2,3,4,5-tetrahydrobenzo[f][1,4]oxazepine-8-carboxamide